COC=1C=C(C=CC1)C=1N=C(N2C1C=CC=C2)[C@H]2CN(CCC2)C(=O)NC2=CC=C(C=C2)NC (R)-3-(1-(3-methoxyphenyl)imidazo[1,5-a]pyridin-3-yl)-N-(4-(methylamino)phenyl)piperidine-1-carboxamide